C(C)(C)(C)OC(N[C@@H]1C=2C(=NC=CC2)CC12CCN(CC2)C=2C=1N(C(=C(N2)C)Br)N=CC1)=O N-[(5S)-1'-(7-bromo-6-methyl-pyrazolo[1,5-a]pyrazin-4-yl)spiro[5,7-dihydro-cyclopenta[b]pyridin-6,4'-piperidin]-5-yl]carbamic acid tert-butyl ester